C(C1=CC=CC=C1)C1=C(NC(NC1=O)=O)C1CCC(=CC1)C1=C(C=CC=C1)Cl 4'-(5-benzyl-2,6-dioxo-1,2,3,6-tetrahydropyrimidin-4-yl)-2-chloro-2',3',4',5'-tetrahydro-[1,1'-biphenyl]